(S)-1,2-Dimethyl-5-oxopyrrolidine CN1[C@H](CCC1=O)C